ClC1=C(C=CC=C1Cl)NC1=NC=C(C(=N1)C(F)(F)F)C(=O)N1CCOCC1 1-[2-(2,3-Dichlorophenylamino)-4-trifluoromethylpyrimidin-5-yl]-1-morpholin-4-yl-methanone